((2-chloro-4-(trifluoromethyl)phenoxy)methyl)benzenesulfonic acid ClC1=C(OCC2=C(C=CC=C2)S(=O)(=O)O)C=CC(=C1)C(F)(F)F